methyl 1-(4-(4,4,5,5-tetramethyl-1,3,2-dioxaborolan-2-yl)-1H-pyrazol-1-yl)cyclopropane-1-carboxylate CC1(OB(OC1(C)C)C=1C=NN(C1)C1(CC1)C(=O)OC)C